N-((3-methylpyrazin-2-yl)methyl)-4-(trifluoromethyl)thiazole-2-carboxylic acid CC=1C(=NC=CN1)CN1C(SC=C1C(F)(F)F)C(=O)O